(R)-5-amino-2-((tert-butoxycarbonyl)amino)valeric acid NCCC[C@H](C(=O)O)NC(=O)OC(C)(C)C